FC1(C(=C(C(C1(F)F)(F)F)C(C(C(F)(F)F)(F)F)(C(C(C(F)(F)F)(F)F)(F)F)C(F)(F)F)C(C(C(F)(F)F)(F)F)(C(C(C(F)(F)F)(F)F)(F)F)C(F)(F)F)F 3,3,4,4,5,5-hexafluoro-1,2-bis(1,1,1,2,2,4,4,5,5,6,6,6-dodecafluoro-3-(trifluoromethyl)hex-3-yl)cyclopent-1-ene